BrC1=CC=C(N(C2=CC=C(C=C2)C(C(C2=CC=CC=C2)C2=CC=CC=C2)C2=CC=CC=C2)C2=CC=C(C=C2)Br)C=C1 4-bromo-N-(4-bromophenyl)-N-(4-(1,2,2-triphenylethyl)phenyl)aniline